tert-butyl (3,4-dichloro-1H-indol-7-yl)carbamate ClC1=CNC2=C(C=CC(=C12)Cl)NC(OC(C)(C)C)=O